2'-chloro-4'-(3-methoxy-3-methylbutoxy)-4,5,5',6'-tetrahydro-2H-spiro[furan-3,8'-pyrano[3,4-b]pyridine] ClC1=CC(=C2C(=N1)C1(OCC2)COCC1)OCCC(C)(C)OC